C(C=C)OC=1C(=NC(=CC1)Cl)Br 3-(allyloxy)-2-bromo-6-chloropyridine